C1(CC1)C=1C=CC=2N(C1)C=C(N2)CNC2=CC=C1C=CC(=NC1=C2)[C@@H]2[C@H](C2)C2=NC=CC(=N2)C |r| rac-N-((6-cyclopropylimidazo[1,2-a]pyridin-2-yl)methyl)-2-((1S*,2S*)-2-(4-methylpyrimidin-2-yl)cyclopropyl)quinolin-7-amine